4-fluoro-5-methoxy-2-nitrophenylamine FC1=CC(=C(C=C1OC)N)[N+](=O)[O-]